(2-fluorophenyl)methyl-6-amino-5-chloro-2-(4-chloro-2-fluoro-3-methoxyphenyl)-pyrimidine-4-carboxylate FC1=C(C=CC=C1)COC(=O)C1=NC(=NC(=C1Cl)N)C1=C(C(=C(C=C1)Cl)OC)F